BrC=1C=C2C(C(N(C(C2=CC1)=O)CC(=O)NC1=NC=C(C=N1)F)=O)(C)C 2-(6-bromo-4,4-dimethyl-1,3-dioxoisoquinolin-2-yl)-N-(5-fluoropyrimidin-2-yl)acetamide